3-OXO-3-(THIOPHEN-2-YL)PROPANAL O=C(CC=O)C=1SC=CC1